1-[3-(4-cyclopropoxy-2-methoxypyridin-3-yl)-1-{[2-(trimethylsilyl)ethoxy]methyl}pyrrolo[2,3-b]pyridin-6-yl]-3-[3-(dimethylamino)-2-fluoropropyl]urea C1(CC1)OC1=C(C(=NC=C1)OC)C1=CN(C2=NC(=CC=C21)NC(=O)NCC(CN(C)C)F)COCC[Si](C)(C)C